(S)-2-amino-3-(benzo[d][1,3]dioxol-4-yl)propanamide N[C@H](C(=O)N)CC1=CC=CC=2OCOC21